(2S,3R)-5,7-bis(benzyloxy)-2-(3,4,5-tris(benzyloxy)phenyl)chroman-3-yl 3,4-bis(benzyloxy)-2-methylbenzoate C(C1=CC=CC=C1)OC=1C(=C(C(=O)O[C@H]2[C@@H](OC3=CC(=CC(=C3C2)OCC2=CC=CC=C2)OCC2=CC=CC=C2)C2=CC(=C(C(=C2)OCC2=CC=CC=C2)OCC2=CC=CC=C2)OCC2=CC=CC=C2)C=CC1OCC1=CC=CC=C1)C